4-(5-hydroxy-7-methoxy-4-oxo-4H-chromen-2-yl)phenolate OC1=C2C(C=C(OC2=CC(=C1)OC)C1=CC=C(C=C1)[O-])=O